C(C)(=O)O\C=C/CCCCCCCCC=CCCCC (Z)-hexadecen-11-en-1-yl acetate